COC(=O)C=1N(N=C2C1NC=1C2=NC=C(C1)C1=C(N=NN1C)C([2H])([2H])[2H])C([2H])([2H])[2H] 2-(methyl-d3)-6-(1-methyl-4-(methyl-d3)-1H-1,2,3-triazol-5-yl)-2,4-dihydropyrazolo[3',4':4,5]pyrrolo[3,2-b]pyridine-3-carboxylic acid methyl ester